4,5,6,7-tetramethyl-1H-indene CC1=C2C=CCC2=C(C(=C1C)C)C